6-(2-Fluoro-3-methoxyphenyl)-N-((1r,3r)-3-methoxycyclobutyl)-2-(1-methyl-1H-imidazol-2-yl)-5-phenylthieno[2,3-d]pyrimidin-4-amine FC1=C(C=CC=C1OC)C1=C(C2=C(N=C(N=C2NC2CC(C2)OC)C=2N(C=CN2)C)S1)C1=CC=CC=C1